C(C)(C)C1CCN(CC1)C1=NC=C(C=N1)NC12CC(C1)(C2)NC(OC(C)(C)C)=O tert-butyl (3-((2-(4-isopropylpiperidin-1-yl)pyrimidin-5-yl)amino) bicyclo[1.1.1]pentan-1-yl)carbamate